ClC1=C(C=CC=C1F)S(=O)(=O)NC1=NC(=C(C=C1)\C=C\C=1C=NC(=NC1)NC1CCC(CC1)N(C)C)OC 2-chloro-N-(5-((E)-2-(2-(((1r,4r)-4-(dimethylamino)cyclohexyl)amino)pyrimidin-5-yl)vinyl)-6-methoxypyridin-2-yl)-3-fluoro-benzenesulfonamide